FC=1C=C(C=CC1)C1N(CCC1)C(=O)C1=C(OC=2N=CN=C(C21)NC2(CC2)C)C 5-[2-(3-fluorophenyl)pyrrolidine-1-carbonyl]-6-methyl-N-(1-methylcyclopropyl)furo[2,3-d]pyrimidin-4-amine